(tert-butoxycarbonyl)-3'-hydroxy-7-(hydroxymethyl)-2H-spiro[benzofuran-3,4'-piperidine]-6-carboxylic acid C(C)(C)(C)OC(=O)N1CC(C2(CC1)COC1=C2C=CC(=C1CO)C(=O)O)O